Racemic-7-Fluoro-6-(5-(1-hydroxyethyl)-1-methyl-1H-1,2,4-triazol-3-yl)-4-isopropyl-2-(o-tolyl)isoquinolin-1(2H)-one FC1=C(C=C2C(=CN(C(C2=C1)=O)C1=C(C=CC=C1)C)C(C)C)C1=NN(C(=N1)[C@@H](C)O)C |r|